5-(tert-butyl)-6-chloro-1H-indazole-3-amine C(C)(C)(C)C=1C=C2C(=NNC2=CC1Cl)N